dimethylcyclohexylethoxyisobutanol propionate C(CC)(=O)OC(C(C)(C)C)(OCCC1CCCCC1)C